5-((7-((adamantan-1-yl)amino)heptyl)thio)-2-(2,6-dioxopiperidin-3-yl)isoindoline-1,3-dione C12(CC3CC(CC(C1)C3)C2)NCCCCCCCSC=2C=C3C(N(C(C3=CC2)=O)C2C(NC(CC2)=O)=O)=O